N1(N=CC=C1)CC=1C=CC(=NC1OC)C(=O)NS(=O)(=O)C1=C(C=CC(=C1)C(C)(C)O)OC 5-((1H-pyrazol-1-yl)methyl)-N-((5-(2-hydroxypropan-2-yl)-2-methoxyphenyl)sulfonyl)-6-methoxypicolinamide